OC1=CC=C(C=C1)C(C(C)N1C[C@@H]2[C@H](C1)CC(C2)CCC2=CC=CC=C2)=O 1-(4-hydroxyphenyl)-2-((3aR,5r,6aS)-5-phenethyl-hexahydrocyclopenta[c]pyrrol-2(1H)-yl)propan-1-one